O[C@H](C(=O)OCC1=CC(=CC=C1)C1=CC(=C(C=C1)C=1CCOCC1)F)C (2S)-3-[4-(3,6-dihydro-2H-pyran-4-yl)-3-fluorophenyl]-benzyl 2-hydroxypropionate